O=C1N(CC2=CC(=CC=C12)C1=NC=CC(=C1)C1=CC=CC=C1)C1C(NC(CC1)=O)=O 3-(1-oxo-5-(4-phenylpyridin-2-yl)isoindolin-2-yl)piperidine-2,6-dione